ClC(C(F)(F)F)(C(F)(F)F)F 2-chloro-1,1,1,2,3,3,3-heptafluoropropane